C(C)(C)(C)OC(=O)N1C[C@@H]([C@H](CC1)CNC(C)C1=NC=2N(C(=C1)NCC1=CC(=CC=C1)[N+](=O)[O-])N=CC2C(C)C)O (3R,4R)-3-hydroxy-4-(((1-(3-isopropyl-7-((3-nitrobenzyl)amino)pyrazolo[1,5-a]pyrimidin-5-yl)ethyl)amino)methyl)piperidine-1-carboxylic acid tert-butyl ester